C[C@H]1CN(C[C@H]2N1CCN(C2)C2=CC=C(C=C2)[C@H]2CNCCO2)C2=C1C=CC(=NC1=C(C=C2)C#N)[2H] 5-[(4S,9aS)-4-methyl-8-[4-[(2S)-morpholin-2-yl]phenyl]-3,4,6,7,9,9a-hexahydro-1H-pyrazino[1,2-a]pyrazin-2-yl]-2-deuterio-quinoline-8-carbonitrile